FC1=CC=C(C=C1)\C(=C/CCC(=O)OCC)\O[Si](C)(C)C Ethyl (4E)-5-(4-fluorophenyl)-5-[(trimethylsilyl)oxy]pent-4-enoate